NC1=C(C=C(C=C1)C1=CC(=CC=C1)C(=O)NCC1=NC=CC=C1)[N+](=O)[O-] 4'-amino-N-(pyridin-2-ylmethyl)-3'-nitro-[1,1'-biphenyl]-3-carboxamide